[125I]C1=CC(=NC(=C1)C(F)(F)F)CNC1C(NCCC1)C1=CC=CC=C1 N-((4-(125I)iodo-6-(trifluoromethyl)pyridin-2-yl)methyl)-2-phenylpiperidin-3-amine